6-{2-[(3-exo)-8-Azabicyclo[3.2.1]oct-3-yloxy][1,3]thiazolo[4,5-c]pyridin-6-yl}-2-methylimidazo[1,2-a]pyridin-8-carbonitril C12CC(CC(CC1)N2)OC=2SC1=C(C=NC(=C1)C=1C=C(C=3N(C1)C=C(N3)C)C#N)N2